NC1=NC(=C2NC=NC2=N1)I 2-Amino-6-iodopurin